C(C)(=O)C(CCCCC)[N-]CCCCCC Ethanoyl-N,N-dihexyl-amide